NC1=NC=2C(=CC=CC2C=2N1C=C(N2)C(=O)N2CCC(CC2)(C)C)OC (5-amino-7-methoxyimidazo[1,2-c]quinazolin-2-yl)(4,4-dimethylpiperidin-1-yl)methanone